D-erythrose O=C[C@H](O)[C@H](O)CO